4-hydroxy-1-[(2S)-2-[4-(1-hydroxy-1-methyl-2-phenyl-ethyl)triazol-1-yl]-3,3-dimethyl-butyryl]-N-methyl-pyrrolidine-2-carboxamide OC1CC(N(C1)C([C@H](C(C)(C)C)N1N=NC(=C1)C(CC1=CC=CC=C1)(C)O)=O)C(=O)NC